(5-chloro-2-methoxyphenyl)(piperidin-1-yl)methanone ClC=1C=CC(=C(C1)C(=O)N1CCCCC1)OC